butyl ethyl ketoxime C(C)C(=NO)CCCC